2-(4-methyl-3-pentenyl)-9-acryloyloxy-10-hydroxy-1,4-dihydro-1,4-methanoanthracene CC(=CCCC=1C2C3=C(C4=CC=CC=C4C(=C3C(C1)C2)O)OC(C=C)=O)C